2-[(1-quinolin-4-ylpiperidin-4-yl)methyl]-6-(1,2,4-triazol-1-yl)pyridazin-3-one N1=CC=C(C2=CC=CC=C12)N1CCC(CC1)CN1N=C(C=CC1=O)N1N=CN=C1